Cl.C(C)N(CC(=O)O)CC N,N-diethylglycinate hydrochloride